[Si](C1=CC=CC=C1)(C1=CC=CC=C1)(C(C)(C)C)OCC(CN1[C@@H](C=2C=C3C(=CC2C[C@H]1C)OCO3)C3=CC=C(C=C3)N[C@@H]3CN(CC3)CCCF)(F)F (S)-N-(4-((5R,7R)-6-(3-((tert-butyldiphenylsilyl)oxy)-2,2-difluoropropyl)-7-methyl-5,6,7,8-tetrahydro-[1,3]dioxolo[4,5-g]isoquinolin-5-yl)phenyl)-1-(3-fluoropropyl)pyrrolidin-3-amine